(5S,7S)-2-acetyl-N-(5-chloro-4-(5,5-dimethyl-5,6-dihydro-4H-pyrrolo[1,2-b]pyrazol-3-yl)pyridin-2-yl)-2-azaspiro[4.4]nonane-7-carboxamide C(C)(=O)N1C[C@]2(CC1)C[C@H](CC2)C(=O)NC2=NC=C(C(=C2)C2=C1N(N=C2)CC(C1)(C)C)Cl